bromo-1-methyl-1,2,3,4-tetrahydroisoquinoline BrC1(NCCC2=CC=CC=C12)C